(S,Z)-6-(2,2,3-trimethylcyclopent-3-en-1-yl)hex-4-enal CC1([C@H](CC=C1C)C\C=C/CCC=O)C